[N+](=O)([O-])C1=C(NCCOC2=C(C=CC=C2)[N+](=O)[O-])C=CC=C1 2-nitro-N-[2-(2-nitrophenoxy)ethyl]aniline